C(CCCCCCCCCCCCCCC)(=O)OCC(COC(CCCCCCCCCCCCCCC)=O)(COC(CCCCCCCCCCCCCCC)=O)CN1CCC1 2-(azetidin-1-ylmethyl)-2-((palmitoyloxy)methyl)propane-1,3-diyl dipalmitate